NC(CN1C(=CC(C(=C1)OCC1=CC=CC=C1)=O)CO)CCCCCCCC 1-(2-aminodecyl)-2-hydroxymethyl-5-benzyloxypyridin-4-one